BrC1=CC(=NC=C1)C(C)N 1-(4-bromopyridin-2-yl)ethanamine